tert-butyl (2-fluoro-3-methoxy-6-(1H-pyrazol-1-yl)benzyl)carbamate FC1=C(CNC(OC(C)(C)C)=O)C(=CC=C1OC)N1N=CC=C1